FC1CC(C1)(CC1=NN=CN1C)C=1C=C(C=CC1)N1C(C2=CC=CC(=C2C1)C(F)(F)F)=O 2-(3-((1s,3r)-3-fluoro-1-((4-methyl-4H-1,2,4-triazol-3-yl)methyl)cyclobutyl)phenyl)-4-(trifluoromethyl)isoindolin-1-one